7-bromo-5-(1H-imidazol-1-yl)-1H-pyrazolo[4,3-b]pyridine BrC1=C2C(=NC(=C1)N1C=NC=C1)C=NN2